2-(5-bromothiazol-2-yl)propan-2-ol BrC1=CN=C(S1)C(C)(C)O